5-(6-((3-(4-methylpiperazin-1-yl)phenyl)amino)-1H-pyrrolo[2,3-b]pyridin-3-yl)-N-(1-methylpiperidin-4-yl)pyrazolo[1,5-a]pyridine-3-carboxamide CN1CCN(CC1)C=1C=C(C=CC1)NC1=CC=C2C(=N1)NC=C2C2=CC=1N(C=C2)N=CC1C(=O)NC1CCN(CC1)C